tert-butyl (4-(2-oxoethyl)piperidin-1-yl)carbamate O=CCC1CCN(CC1)NC(OC(C)(C)C)=O